3-(acrylamido)phenyl-boronic acid C(C=C)(=O)NC=1C=C(C=CC1)B(O)O